C(C1=CC=CC=C1)N(C(=O)C1=CC=CC2=CC=CC=C12)C1=C(C2=C(S1)CCCC2)C#N N-benzyl-N-(3-cyano-4,5,6,7-tetrahydrobenzo[b]thiophen-2-yl)-1-naphthamide